C(C)(C)(C)OOC(=O)C1(C=C(C(=O)C2=CC=CC=C2)C=CC1(C(=O)OOC(C)(C)C)C(=O)OOC(C)(C)C)C(=O)OOC(C)(C)C 3,3,4,4-tetrakis(t-butylperoxycarbonyl)benzophenone